TERT-BUTYL 5-(4-AMINO-1-CYCLOPROPYL-1H-PYRAZOLO[3,4-D]PYRIMIDIN-3-YL)-4-FLUOROINDOLINE-1-CARBOXYLATE NC1=C2C(=NC=N1)N(N=C2C=2C(=C1CCN(C1=CC2)C(=O)OC(C)(C)C)F)C2CC2